N-(3-fluoro-5-(1-(4-fluorophenyl)-1H-pyrazol-4-yl)benzyl)-8-(3-fluorobicyclo[1.1.1]pentane-1-yl)-7H-purine-6-carboxamide FC=1C=C(CNC(=O)C2=C3NC(=NC3=NC=N2)C23CC(C2)(C3)F)C=C(C1)C=1C=NN(C1)C1=CC=C(C=C1)F